(S)-(4-(7-chlorobenzo[d]oxazol-2-yl)-6,7-dihydro-1H-imidazo[4,5-c]pyridin-5(4H)-yl)(4-(difluoromethyl)oxazol-5-yl)methanone ClC1=CC=CC=2N=C(OC21)[C@H]2N(CCC1=C2N=CN1)C(=O)C1=C(N=CO1)C(F)F